N1(CCCCCC1)C(CCC(=O)N[C@@H](C)C(=O)O)=O (4-(Azepan-1-yl)-4-oxobutanoyl)alanine